2-(4-piperidin-3-ylphenyl)-2H-indazole-7-carboxamide N1CC(CCC1)C1=CC=C(C=C1)N1N=C2C(=CC=CC2=C1)C(=O)N